(2-(2-(2-CHLORO-4-HYDROXYPHENYL)THIAZOL-4-YL)ACETYL)GLYCINE ClC1=C(C=CC(=C1)O)C=1SC=C(N1)CC(=O)NCC(=O)O